BrC=1C=C(C=C2CCCN(C12)[C@H]1C[C@@](N(C1)C(=O)OC(C)(C)C)(C)CO)Cl (2S,4S)-tert-butyl 4-(8-bromo-6-chloro-3,4-dihydroquinolin-1(2H)-yl)-2-(hydroxymethyl)-2-methylpyrrolidine-1-carboxylate